4-(vinyloxy)butan-1-ol C(=C)OCCCCO